di(3-methylpentyl) phthalate C(C=1C(C(=O)OCCC(CC)C)=CC=CC1)(=O)OCCC(CC)C